4-fluorophenylethyl-amine iodide salt [I-].FC1=CC=C(C=C1)CCN